6-methoxy-1-methyl-quinolin-2-one COC=1C=C2C=CC(N(C2=CC1)C)=O